C1(=CC=CC=C1)C(C(=O)C1=NC=CC=C1)=O 1-phenyl-2-(pyridin-2-yl)ethane-1,2-dione